CN1N=C(C2=CC(=CC=C12)C=1N=C(C=C2C=CC=NC12)C(=O)OCC)C=1C=NN(C1)C ethyl 8-[1-methyl-3-(1-methyl-1H-pyrazol-4-yl)-1H-indazol-5-yl]-[1,7]naphthyridine-6-carboxylate